m-amino-α-methylstyrene NC=1C=C(C(=C)C)C=CC1